N-((4-bromo-3-fluorophenyl)sulfonyl)-5,5-diphenyl-4,5-dihydroisoxazole-3-carboxamide BrC1=C(C=C(C=C1)S(=O)(=O)NC(=O)C1=NOC(C1)(C1=CC=CC=C1)C1=CC=CC=C1)F